[4-[3-[4-(4-fluorophenyl)-1H-imidazol-2-yl]chroman-6-yl]oxy-2-pyridyl]cyclopropanecarboxamide FC1=CC=C(C=C1)C=1N=C(NC1)C1COC2=CC=C(C=C2C1)OC1=CC(=NC=C1)C1(CC1)C(=O)N